ClC=1C(=C(CC=2C=C(SC2)C(=O)C=2C=NC=NC2)C=CC1)F 5-{[4-(3-chloro-2-fluorobenzyl)-2-thienyl]carbonyl}pyrimidin